2-(3-Bromo-5-methyl-4,5-dihydro-1,2-oxazol-5-yl)-3-(2,6-difluorophenyl)-5-fluoropyridine BrC1=NOC(C1)(C)C1=NC=C(C=C1C1=C(C=CC=C1F)F)F